(R)-3-(3-fluoro-4-(4-(oxetan-3-yl)piperazin-1-yl)phenyl)-5-((isoxazol-3-ylamino)methyl)oxazolidin-2-one FC=1C=C(C=CC1N1CCN(CC1)C1COC1)N1C(O[C@@H](C1)CNC1=NOC=C1)=O